(2-chloro-5-methylpyrimidin-4-yl)benzoic acid ClC1=NC=C(C(=N1)C1=C(C(=O)O)C=CC=C1)C